CC1=C(OC(C(=O)OCC)C)C(=CC(=C1)CN1C(N(CC1)C1=CC=C(C=C1)C(F)(F)F)=O)C Ethyl 2-(2,6-dimethyl-4-((2-oxo-3-(4-(trifluoromethyl)phenyl)imidazolin-1-yl)methyl)phenoxy)propanoate